NC1=NC(=CC(=N1)N1C[C@@H](CC1)N(C(OC(C)(C)C)=O)C)C1=C(C=NN1COCC[Si](C)(C)C)F tert-butyl (R)-(1-(2-amino-6-(4-fluoro-1-((2-(trimethylsilyl)ethoxy)methyl)-1H-pyrazol-5-yl)pyrimidin-4-yl)pyrrolidin-3-yl)(methyl)carbamate